eicosanoyl-(Icosanoyl)-CoA C(CCCCCCCCCCCCCCCCCCC)(=O)CCCCCCCCCCCCCCCCCCCC(=O)SCCNC(CCNC([C@@H](C(COP(OP(OC[C@@H]1[C@H]([C@H]([C@@H](O1)N1C=NC=2C(N)=NC=NC12)O)OP(=O)(O)O)(=O)O)(=O)O)(C)C)O)=O)=O